(S)-N-(6-(1H-1,2,3-triazol-1-yl)benzo[d]thiazol-2-yl)-1-cyanopyrrolidine-3-carboxamide N1(N=NC=C1)C1=CC2=C(N=C(S2)NC(=O)[C@@H]2CN(CC2)C#N)C=C1